C=12C(=C3C(=CC1)O3)O2 diepoxybenzene